bromoethoxytertiary butyl-dimethyl-silane methyl-(S)-3-(6-(2,5-difluorophenyl)-4-((3-(trifluoromethyl)phenyl)sulfonyl)-3,4-dihydro-2H-benzo[b][1,4]oxazin-2-yl)-2,2-dimethylpropanoate COC(C(C[C@H]1CN(C2=C(O1)C=CC(=C2)C2=C(C=CC(=C2)F)F)S(=O)(=O)C2=CC(=CC=C2)C(F)(F)F)(C)C)=O.BrCCO[Si](C)(C)C(C)(C)C